C1OC2=CC=C(CC(N([2H])[2H])(C([2H])[2H])[2H])C=C2O1 4-methylenedioxyamphetamine-d5